3-Chlorobenzyl ((2S)-3-cyclohexyl-1-(((3S)-2-hydroxy-1-(isopropylamino)-6-(methyl(phenethyl)amino)-1,6-dioxohexan-3-yl)amino)-1-oxopropan-2-yl)carbamate C1(CCCCC1)C[C@@H](C(=O)N[C@H](C(C(=O)NC(C)C)O)CCC(=O)N(CCC1=CC=CC=C1)C)NC(OCC1=CC(=CC=C1)Cl)=O